(2,4-dihydroxyphenyl)(2-hydroxy-4-methoxyphenyl)methanone OC1=C(C=CC(=C1)O)C(=O)C1=C(C=C(C=C1)OC)O